ClC=1C=C2CCC[C@@]3(OC3)C2=CC1 |r| racemic-6-chloro-3,4-dihydro-2H-spiro[naphthalene-1,2'-oxirane]